6-(2-hydroxy-2-methylpropoxy)-4-(6-(1-(((6-methoxypyridin-3-yl)methyl)imino)-1-oxothiomorpholinyl)pyridin-3-yl)pyrazolo[1,5-a]pyridine-3-carbonitrile OC(COC=1C=C(C=2N(C1)N=CC2C#N)C=2C=NC(=CC2)N2CCS(CC2)(=O)=NCC=2C=NC(=CC2)OC)(C)C